2,5,6,7-tetrahydro-3H-cyclopenta[c]pyridazin-3-one N=1NC(C=C2C1CCC2)=O